tert-butyl N-[[4-[[2-(tert-butoxycarbonylamino)-5-(2,3,5,6-tetradeuterio-4-fluoro-phenyl)phenyl]carbamoyl]phenyl]-methyl-oxo-sulfanylidene]carbamate C(C)(C)(C)OC(=O)NC1=C(C=C(C=C1)C1=C(C(=C(C(=C1[2H])[2H])F)[2H])[2H])NC(=O)C1=CC=C(C=C1)S(=NC(OC(C)(C)C)=O)(=O)C